N[C@H](C=1N=C2N(N=C(C=N2)C[C@@H]2C(NC[C@H](C2)C(F)(F)F)=O)C1)C1CCC(CC1)(F)F (3R,5S)-3-((6-((S)-amino(4,4-difluorocyclohexyl)methyl)imidazo[1,2-b][1,2,4]triazin-2-yl)methyl)-5-(trifluoromethyl)piperidin-2-one